7-chloro-2-(4-methylpiperazin-1-yl)-9H-indeno[2,1-d]pyrimidin-9-one ClC1=CC=2C(C=3N=C(N=CC3C2C=C1)N1CCN(CC1)C)=O